ClC1=CC=C(C=C1)C1=CC=C2CC(C(C2=C1)NC(O[C@@H]1CN2CCC1CC2)=O)(C)C (S)-quinuclidin-3-yl (6-(4-chlorophenyl)-2,2-dimethyl-2,3-dihydro-1H-inden-1-yl)carbamat